ClC=1C=C(C(=NC1)F)[C@@]1([C@H](CN(CC1)C(=O)OCCCOCC(=O)O)C)F 2-{3-[(3S,4R)-4-(5-Chloro-2-fluoropyridin-3-yl)-4-fluoro-3-methylpiperidine-1-carbonyloxy]propoxy}acetic acid